(5ar,6s,7s,8r,8as)-7-((2-oxa-6-azaspiro[3.3]heptan-6-yl)methyl)-5a-(4-azidophenyl)-1,3-dimethoxy-6-phenyl-5a,6,7,8-tetrahydro-8aH-cyclopenta[4,5]furo[3,2-c]pyridine-8,8a-diol C1OCC12CN(C2)C[C@@H]2[C@H]([C@]1([C@](C=3C(=NC(=CC3O1)OC)OC)([C@@H]2O)O)C2=CC=C(C=C2)N=[N+]=[N-])C2=CC=CC=C2